4-((2-hydroxyethyl)sulphonamido)-2-(6-azaspiro[2.5]octane-6-yl)benzoic acid OCCS(=O)(=O)NC1=CC(=C(C(=O)O)C=C1)N1CCC2(CC2)CC1